5-[(3R,5S)-3-[[4-(2,6-dimethyl-4-pyridinyl)phenyl]methylamino]-5-methyl-1-piperidinyl]quinoline-8-carbonitrile CC1=NC(=CC(=C1)C1=CC=C(C=C1)CN[C@H]1CN(C[C@H](C1)C)C1=C2C=CC=NC2=C(C=C1)C#N)C